FC=1C=C(C#N)C=C(C1)[C@@H]1CC=NN1C(=O)N1CCN(CC1)C1=NC=C(C(=N1)N1N=C(C=C1O)C)F (S)-3-fluoro-5-(1-(4-(5-fluoro-4-(5-hydroxy-3-methyl-1H-pyrazol-1-yl)pyrimidin-2-yl)piperazine-1-carbonyl)-4,5-dihydro-1H-pyrazol-5-yl)benzonitrile